C12COCC(CC(C1)CN1C[C@H]3N(C=4C(=NN=C(C4)C4=C(C=CC=C4)O)NC3)CC1)N2 2-((6aS)-8-((3-oxa-9-azabicyclo[3.3.1]nonan-7-yl)methyl)-6,6a,7,8,9,10-hexahydro-5H-pyrazino[1',2':4,5]pyrazino[2,3-c]pyridazin-2-yl)phenol